3-(N-Salicoyl)amino-1,2,4-triazole C(C=1C(O)=CC=CC1)(=O)NC1=NNC=N1